N-(8'-(2-azabicyclo[2.1.1]hexan-2-yl)-4'H-spiro[cyclopropane-1,5'-naphtho[2,1-d]isoxazol]-3'-yl)-2-methoxybenzenesulfonamide C12N(CC(C1)C2)C2=CC=C1C3(CC=4C(=NOC4C1=C2)NS(=O)(=O)C2=C(C=CC=C2)OC)CC3